Diethyl 2-isopropylidenepropanedioate C(C)(C)=C(C(=O)OCC)C(=O)OCC